FC(C(=O)N[C@H](C)[C@@H]1[C@H]2[C@H](C(=C(N2C1=O)C(=O)O)SC[C@H]1NC[C@H](C1)NS(N)(=O)=O)C)F (4R,5S,6R)-6-((R)-1-(2,2-difluoroacetamido)ethyl)-4-methyl-7-oxo-3-(((2S,4S)-4-(sulfamoylamino)pyrrolidin-2-yl)methylthio)-1-azabicyclo[3.2.0]hept-2-ene-2-carboxylic acid